3-(5-(3-(4-aminopyrido[3,2-d]pyrimidin-6-yl-2-d)phenyl)-1-methyl-1H-pyrazol-3-yl)-3-hydroxy-1-methylpyrrolidin-2-one NC=1C2=C(N=C(N1)[2H])C=CC(=N2)C=2C=C(C=CC2)C2=CC(=NN2C)C2(C(N(CC2)C)=O)O